ClC1=CC(=NC=C1)C(CCC\C=N\[S@](=O)C(C)(C)C)(F)F (R,E)-N-(5-(4-chloropyridin-2-yl)-5,5-difluoropentylidene)-2-methylpropane-2-sulfinamide